mono-n-hexanol maleate C(\C=C/C(=O)O)(=O)O.C(CCCCC)O